C1(CCCCC(=O)OC(CC(C2CC3C(CC2)O3)O1)C1CC3C(CC1)O3)=O methylenebis(3,4-epoxycyclohexylmethyl) adipate